C(C)N1C2=C([C@H]([C@H](C1=O)NC(C1=CC(=CC=C1)C(F)(F)F)=O)C1=CC=C(C=C1)F)C(=NN2C2=CC=CC=C2)CO N-[(4R,5R)-7-ethyl-4-(4-fluorophenyl)-3-(hydroxymethyl)-6-oxo-1-phenyl-4H,5H-pyrazolo[3,4-b]pyridin-5-yl]-3-(trifluoromethyl)benzamide